NC=1C(C=C(C(C1)N)NC1=CC=C(C=C1)N(C(C)C)CC)=NC=1C(=NN2C1C=CC=C2)OCCO 2-{3-[2-amino-5-[4-(ethylisopropylamino)phenylamino]-4-aminocyclohexane-2,5-dienylideneamino]pyrazolo[1,5-a]pyridin-2-yloxy}ethanol